C1(CCCCC1)N1C[C@H]([C@@H](CC1)NC(=O)C1=NOC(=C1)C1=C(C=C(C=C1)F)F)C(=O)N1CC(CC1)O |o1:8,9| 5-(2,4-Difluoro-phenyl)-isoxazole-3-carboxylic acid [(3R*,4R*)-1-cyclohexyl-3-(3-hydroxy-pyrrolidine-1-carbonyl)-piperidin-4-yl]-amide